Benzyl 2-(2-(tert-butoxycarbonyl)-2,6-diazaspiro[3.4]octan-6-yl)-3-cyano-4-(2-fluorophenyl)-5,8-dihydro-1,7-naphthyridine-7(6H)-carboxylate C(C)(C)(C)OC(=O)N1CC2(C1)CN(CC2)C2=NC=1CN(CCC1C(=C2C#N)C2=C(C=CC=C2)F)C(=O)OCC2=CC=CC=C2